ClC=1C=C(C=CC1F)NC(=O)C=1C=2CC[C@@H](C2C(=CC1)F)SCC (S)-N-(3-chloro-4-fluorophenyl)-1-(ethylsulfanyl)-7-fluoro-2,3-dihydro-1H-indene-4-carboxamide